C1(=CC=CC=C1)CCC(=O)OC[C@H]1O[C@@H]([C@@H]([C@H]([C@H]1O)O)O)OC[C@@H]([C@@H](CCCCCCCCCCCCCCC)O)NC(=O)OC(C)(C)C ((2R,3R,4S,5R,6S)-6-(((2S,3R)-2-((tert-butoxycarbonyl)amino)-3-hydroxyoctadecyl)oxy)-3,4,5-trihydroxytetrahydro-2H-pyran-2-yl)methyl 3-phenylpropanoate